(2-(pyrrolidin-1-yl)pyrimidin-4-yl)benzene-1,4-diamine N1(CCCC1)C1=NC=CC(=N1)C1=C(C=CC(=C1)N)N